C(C1=CC=CC=C1)OC1=NC(=NC=C1C=1CCN(CC1)C(=O)OC(C)(C)C)Cl tert-butyl 4-(4-benzyloxy-2-chloro-pyrimidin-5-yl)-3,6-dihydro-2H-pyridine-1-carboxylate